N1(N=CN=C1)C(=O)O.FC(C1=NN=C(O1)C1=CC(=C(CN(S(=O)(=O)C)C=2C=NC=CC2)C=C1)F)F N-(4-(5-(difluoromethyl)-1,3,4-oxadiazol-2-yl)-2-fluorobenzyl)-N-(pyridin-3-yl)methanesulfonamide 1H-1,2,4-triazole-1-carboxylate